C(C)(C)(C)OC(=O)N1CCN2C=3C=CC=C(C(CC=CCCNC(C2C1)=O)NC(=O)OCC1=CC=CC=C1)C3 15-{[(benzyloxy)carbonyl]amino}-8-oxo-2,5,9-triazatricyclo[14.3.1.02,7]eicosa-1(20),12,16,18-tetraene-5-carboxylic acid tert-butyl ester